N1-hexadecyl-N1,N1,N2,N2-tetramethyl-N2-(3-(trihydroxysilyl)propyl)ethane-1,2-diaminium chloride [Cl-].C(CCCCCCCCCCCCCCC)[N+](CC[N+](CCC[Si](O)(O)O)(C)C)(C)C.[Cl-]